C(#N)C=1C=C(C=CC1)C1=CC(=CC=C1)C1N(OCC1)C1=CC(=NC=N1)NC=1C(=CC(=C(C1)NC(C=C)=O)N1CCC(CC1)N1CCN(CC1)C1CC1)OC N-(5-((6-(3-(3'-cyano-[1,1'-biphenyl]-3-yl)isoxazolidin-2-yl)pyrimidin-4-yl)amino)-2-(4-(4-cyclopropylpiperazin-1-yl)piperidin-1-yl)-4-methoxyphenyl)acrylamide